3-amino-N,6-diphenylpyrazine-2-carboxamide NC=1C(=NC(=CN1)C1=CC=CC=C1)C(=O)NC1=CC=CC=C1